(6-Chloropyrimidin-4-yl)-1-(3,4-difluorophenyl)-1,9-diazaspiro[5.5]Undecan-2-one ClC1=CC(=NC=N1)C1C(N(C2(CC1)CCNCC2)C2=CC(=C(C=C2)F)F)=O